1-(2-fluorobenzyl)-1H-pyrazolo[3,4-b]pyridine-3-formamidine hydrochloride Cl.FC1=C(CN2N=C(C=3C2=NC=CC3)C(=N)N)C=CC=C1